2-(3-bromophenyl)-1-(4-{[1,2,4]triazolo[4,3-b]pyridazin-6-yl}piperazin-1-yl)ethan-1-one BrC=1C=C(C=CC1)CC(=O)N1CCN(CC1)C=1C=CC=2N(N1)C=NN2